(S)-7-(4-(2-(((S)-tetrahydrofuran-3-yl)oxy)phenyl)piperidin-1-yl)-5-oxa-2-azaspiro[3.4]octane O1C[C@H](CC1)OC1=C(C=CC=C1)C1CCN(CC1)[C@@H]1COC2(CNC2)C1